Cl.C(C)OC=1C=C(C=2N(C1)N=C1C2C=NN1)C=1C=CC(=NC1)N1CCC(CC1)(N)CN1CCN(CC1)CC (5-(6-ethoxy-1H-pyrazolo[3',4':3,4]pyrazolo[1,5-a]pyridin-4-yl)pyridin-2-yl)-4-((4-ethylpiperazin-1-yl)methyl)piperidin-4-amine hydrochloride